C(CCC)NC1=C(C=CC=C1)F butyl-2-fluoro-aniline